CCCC(CCC)(C1=CC(=C(C=C1)O)N)C1=CC(=C(C=C1)O)N 4,4'-(heptane-4,4-diyl)bis(2-aminophenol)